Isopropyl Myristate Isopropyl-myristate C(C)(C)OC(CCCCCCCCCCCCC)=O.C(CCCCCCCCCCCCC)(=O)OC(C)C